FC=1C(=C(OC2=NC3=CC=CC=C3C=C2B(O)O)C=CC1F)C [2-(3,4-difluoro-2-methyl-phenoxy)-3-quinolyl]boronic acid